FC(F)(F)C(C=CC1=CC=CC=C1)O trifluoromethyl-cinnamyl alcohol